O1CC(C(CC1)CC(=O)[O-])CC(=O)[O-] tetrahydro-2H-pyran-3,4-diacetate